Ethylglycine C(C)NCC(=O)O